6-Chloro-N-methyl-4-[(1-methyl-2-oxopyridin-3-yl)amino]pyridine-3-carboxamide ClC1=CC(=C(C=N1)C(=O)NC)NC=1C(N(C=CC1)C)=O